N1=CN=CC(=C1)C(C(=O)NN)=C 2-(Pyrimidin-5-yl)acrylohydrazide